C(N1C=NC=C1)N1C=NC=C1 1,1'-methylenebis[imidazole]